O=C1NC(CCC1N1C(C2=CC=C(C=C2C1=O)N1CCN(CC1)CCOCCNC(OC(C)(C)C)=O)=O)=O tert-butyl N-[2-[2-[4-[2-(2,6-dioxo-3-piperidyl)-1,3-dioxo-isoindolin-5-yl]piperazin-1-yl]ethoxy]ethyl]carbamate